dichloromethane palladium (II) [Pd+2].ClCCl